4-(ethoxymethyl)-1-((1-methyl-1H-pyrazol-4-yl)methyl)piperidine C(C)OCC1CCN(CC1)CC=1C=NN(C1)C